FC1=C(C=CC=C1S(=O)(=O)C)NC1=NC=C(C=N1)C N-(2-fluoro-3-(methylsulfonyl)phenyl)-5-methylpyrimidin-2-amine